O1C(C(=C(C(=C1)C(=O)O)C(=O)O)C(=O)O)C(=O)O Pyrantetracarboxylic acid